ethyl 2-(4-(dimethylamino)-7-ethyl-1-oxopyrrolo[1,2-d][1,2,4]triazin-2(1H)-yl)acetate CN(C1=NN(C(C=2N1C=C(C2)CC)=O)CC(=O)OCC)C